(cyclohexylsulfonyl)(1,1-dimethylethylsulfonyl)diazomethane C1(CCCCC1)S(=O)(=O)C(=[N+]=[N-])S(=O)(=O)C(C)(C)C